3-(2-(4-chloro-3-fluorophenyl)-2H-1,2,3-triazol-4-yl)bicyclo[1.1.1]Pentane-1-amine HCl salt Cl.ClC1=C(C=C(C=C1)N1N=CC(=N1)C12CC(C1)(C2)N)F